O=C1NC2=CC=CC=C2CN1CC(=O)O (2-oxo-1,4-dihydroquinazolin-3-yl)acetic acid